FC1(CCC(CC1)(C(=O)O)O)F 4,4-difluoro-1-hydroxycyclohexane-1-carboxylic acid